2-[2-(2-Azidoethoxy)ethoxy]-N,N-bis(2-pyridinylmethyl)ethaneamine N(=[N+]=[N-])CCOCCOCCN(CC1=NC=CC=C1)CC1=NC=CC=C1